C1(CCC1)CN[C@H]1CN(CCC1)C1=CC(N(C=C1)C(C)N1N=NC(=C1)C=1C(=NC=C(C1)OC)C)=O 4-((R)-3-((cyclobutylmethyl)amino)piperidin-1-yl)-1-(1-(4-(5-methoxy-2-methylpyridin-3-yl)-1H-1,2,3-triazol-1-yl)ethyl)pyridin-2(1H)-one